isoindoline-1,3-dione dihydrochloride Cl.Cl.C1(NC(C2=CC=CC=C12)=O)=O